4-((cis-4-ethoxycyclohexyl)ethynyl)-1-(((2S,3S,4S)-3-ethyl-4-fluoro-5-oxopyrrolidin-2-yl)methoxy)-7-methoxyisoquinoline-6-carboxamide C(C)O[C@H]1CC[C@H](CC1)C#CC1=CN=C(C2=CC(=C(C=C12)C(=O)N)OC)OC[C@H]1NC([C@H]([C@H]1CC)F)=O